C1N(CCC12CCCC2)C(=O)[O-] 2-azaspiro[4.4]nonan-2-carboxylate